COC1=CC=C2C=3C=CN=C(C3N(C2=C1)CC=O)C 2-(7-Methoxy-1-methyl-β-carbolin-9-yl)ethanal